propanenitrile hydrochloride dihydrate O.O.Cl.C(CC)#N